Cl.N1=CC=C(C=C1)C=1C=C2C=CC(=NC2=CC1)N1CCC(CC1)C(=O)OCC ethyl 1-(6-(pyridin-4-yl)quinolin-2-yl)piperidine-4-carboxylate hydrochloride